methyl-2-acetoxy-5-(3-(3-chloro-2-oxo-5,6-Dihydropyridin-1(2H)-yl)-3-oxoprop-1-en-1-yl)benzoate COC(C1=C(C=CC(=C1)C=CC(=O)N1C(C(=CCC1)Cl)=O)OC(C)=O)=O